cyclobutyl-4-methylbenzoate C1(CCC1)OC(C1=CC=C(C=C1)C)=O